CCCCCCCCC(CCCCCCCC)OC(CCCCCCC[N+](CCCCCCCC(OCCCCCCCCC)=O)(CCCCCCCC(=O)OCCCCCCCCC)CCO)=O 8-(heptadecan-9-yloxy)-N-(2-hydroxyethyl)-N,N-bis(8-(nonyloxy)-8-oxooctyl)-8-oxooctan-1-aminium